4-(4-(benzo[d]thiazol-5-ylamino)quinolin-7-yl)-N-benzylbenzamide S1C=NC2=C1C=CC(=C2)NC2=CC=NC1=CC(=CC=C21)C2=CC=C(C(=O)NCC1=CC=CC=C1)C=C2